ethyl 2-((7-(2-fluoro-4-hydroxy-3-isopropylbenzyl)-6-methyl-2,3-dihydro-1H-inden-4-yl)oxy)acetate FC1=C(CC=2C(=CC(=C3CCCC23)OCC(=O)OCC)C)C=CC(=C1C(C)C)O